ClC1=NC=CC(=C1)OC=1C=CC(=NC1)NC(=O)C=1C(N(C=CC1)C)=O N-(5-((2-Chloropyridin-4-yl)oxy)pyridin-2-yl)-1-methyl-2-oxo-1,2-dihydropyridine-3-carboxamide